C(C)(C)(C)OC(=O)N[C@@H](C(C(=O)OC)CNC(C)C)C Methyl (3R)-3-((tert-butoxycarbonyl)amino)-2-((isopropylamino) methyl)butanoate